2-(5-bromo-2-pyridylazo)-5R-aminophenol BrC=1C=CC(=NC1)N=NC1=C(C=C(C=C1)N)O